(1S,2S)-N-[7-chloro-6-[4-((S)-3-methyltetrahydrofuran-3-yl)piperazin-4-ium-1-yl]-3-isoquinolinyl]-2-[1-methyl-5-(trifluoromethyl)pyrazol-4-yl]cyclopropanecarboxamide ClC1=C(C=C2C=C(N=CC2=C1)NC(=O)[C@@H]1[C@H](C1)C=1C=NN(C1C(F)(F)F)C)N1CC[NH+](CC1)[C@@]1(COCC1)C